C12C(NCC(CC1)N2)=O 3,8-diazabicyclo[3.2.1]octan-2-one